1-(tosyloxy)-2,3-dihydro-1H-indene-5-carboxylic acid methyl ester COC(=O)C=1C=C2CCC(C2=CC1)OS(=O)(=O)C1=CC=C(C)C=C1